C(C=C)N(C(C)CC)CCC1=CNC2=CC=C(C=C12)F N-allyl-N-(2-(5-fluoro-1H-indol-3-yl)ethyl)butan-2-amine